ClC1=C(C=CC=C1)[C@]1([C@H](CCCC1)NCC=1SC=CC1)NC.[Se].[He] helium selenium (1R,2S)-1-(2-chlorophenyl)-N1-methyl-N2-(thiophen-2-ylmethyl)cyclohexane-1,2-diamine